C(CCC)C1OC(C2=CC=CC=C12)=O 3-n-butyl-1(3H)-isobenzofuranone